FC1(CC2(CCNC2=O)CC1)F 7,7-difluoro-2-azaspiro[4.4]nonan-1-one